C(CCCCCCCCCCC)C=1C=CC(=C(C1)C(C)C1=CC=C(C=C1)P(CCCCCCCC)(CCCCCCCC)=O)O (4-(1-(5-dodecyl-2-hydroxyphenyl)ethyl)phenyl)dioctylphosphine oxide